CC1=C(C=C(C=C1)C)C=1C(NC2(C1O)CCC(CC2)OC)=O 3-(2,5-dimethylphenyl)-8-methoxy-2-oxo-1-azaspiro[4.5]dec-3-en-4-ol